N1-(1-(2-fluorophenyl)cyclopropyl)-N2-((S)-4-methyl-1-oxo-1-(((S)-3-oxo-1-((S)-2-oxopyrrolidin-3-yl)-4-(trifluoromethoxy)butan-2-yl)amino)pentan-2-yl)oxalamide FC1=C(C=CC=C1)C1(CC1)NC(C(=O)N[C@H](C(N[C@@H](C[C@H]1C(NCC1)=O)C(COC(F)(F)F)=O)=O)CC(C)C)=O